2-(2-fluoro-3-methoxyphenyl)-5-{1H-pyrrolo[2,3-b]pyridin-4-yl}-1-{[2-(trimethylsilyl)ethoxy]methyl}-1H-pyrrole FC1=C(C=CC=C1OC)C=1N(C(=CC1)C1=C2C(=NC=C1)NC=C2)COCC[Si](C)(C)C